Mercury-gold [Au].[Hg]